4-methylbenzenesulfonic acid 3-[(tert-butyldimethylsilyl) oxy]-2-methylenebutyl ester [Si](C)(C)(C(C)(C)C)OC(C(COS(=O)(=O)C1=CC=C(C=C1)C)=C)C